(R)-2-methyl-N-((1R)-3-methyl-5-(trifluoromethyl)-2,3-dihydro-1H-inden-1-yl)propane-2-sulfinamide CC(C)(C)[S@@](=O)N[C@@H]1CC(C2=CC(=CC=C12)C(F)(F)F)C